((3-(2-fluorophenyl)-5-methyl-5,6-dihydropyrrolo[3,4-c]pyrazol-2(4H)-yl)methyl)-[1,1'-biphenyl]-3-carboxamide FC1=C(C=CC=C1)C1=C2C(=NN1CC1=C(C=CC=C1C(=O)N)C1=CC=CC=C1)CN(C2)C